(S)-4-(4-(4-(2-(4-(4-acetamidobenzamido)benzamido)-4-amino-4-oxobutyrylamino)benzamido)-2-hydroxy-3-isopropoxybenzamido)benzoic acid C(C)(=O)NC1=CC=C(C(=O)NC2=CC=C(C(=O)N[C@H](C(=O)NC3=CC=C(C(=O)NC4=C(C(=C(C(=O)NC5=CC=C(C(=O)O)C=C5)C=C4)O)OC(C)C)C=C3)CC(=O)N)C=C2)C=C1